[O-]S(=O)(=O)C(F)(F)F.NC(CC)C=1NC=C[N+]1C 1-aminopropyl-3-methylimidazolium triflate